NC(C(C(=O)NC(C1=NN=NN1)C1=CC=CC=C1)O)CC1=CC=CC=C1 3-amino-2-hydroxy-4-phenyl-N-[phenyl(1H-tetrazol-5-yl)methyl]butanamide